1,4-Bis-triethoxysilyl-benzene C(C)O[Si](C1=CC=C(C=C1)[Si](OCC)(OCC)OCC)(OCC)OCC